BrC=1C=NN(C1C1=CC(=C(C=C1)OC)F)C([2H])([2H])[2H] 4-bromo-5-(3-fluoro-4-methoxyphenyl)-1-(methyl-d3)-1H-pyrazole